diisobutyl-titanium (IV) C(C(C)C)[Ti+2]CC(C)C